FC(C1=NC(=NO1)C1=CC=C(C=C1)CNC(=O)C1CC1)(F)F N-({4-[5-(trifluoromethyl)-1,2,4-oxadiazol-3-yl]phenyl}methyl)cyclopropanecarboxamide